(cis)-3-(5-bromo-7-fluoro-1H-1,3-benzodiazol-1-yl)-1-methylcyclobutan-1-ol BrC1=CC2=C(N(C=N2)C2CC(C2)(O)C)C(=C1)F